C1(CCCC1)NC1=CC=C(C=C1)[C@@H]1N(CCC[C@@H]1C(=O)NC1=CC(=C(C=C1)C)C(F)(F)F)S(=O)(=O)C (2R,3S)-2-(4-(cyclopentylamino)phenyl)-1-(mesyl)-N-(4-methyl-3-(trifluoromethyl)phenyl)piperidine-3-carboxamide